(3S,4R)-4-{[6-cyano-5-formyl-7-(1,1,1-trifluoropropan-2-yl)pyrrolo[2,1-f][1,2,4]triazin-2-yl]amino}oxan-3-yl acetate C(C)(=O)O[C@@H]1COCC[C@H]1NC1=NN2C(C=N1)=C(C(=C2C(C(F)(F)F)C)C#N)C=O